C(C)OC(=O)C=1C(C=C2N(C(CC3=CC(=C(C=C23)OC)C2=CN=C(S2)N2CC(C2)OC)C(C)(C)C)C1)=O 6-tert-butyl-10-methoxy-9-[2-(3-methoxyazetidin-1-yl)thiazol-5-yl]-2-oxo-6,7-dihydro-2H-pyrido[2,1-a]Isoquinoline-3-carboxylic acid ethyl ester